Cl.N1CCCC12CCN(CC2)C2=CC=C(C=N2)C=2C=1N(C=C(C2)OCC)N=C2C1C=NN2 4-(6-(1,8-diazaspiro[4.5]decan-8-yl)pyridin-3-yl)-6-ethoxy-1H-pyrazolo[3',4':3,4]pyrazolo[1,5-a]pyridine hydrochloride